6-(2-amino-5-(4-((1S,5R)-3-(cyclopropylmethyl)-3-azabicyclo[3.1.0]hexan-1-yl)phenyl)-6-fluoropyridin-3-yl)-8-fluoro-3,4-dihydroisoquinolin-1(2H)-one formate C(=O)O.NC1=NC(=C(C=C1C=1C=C2CCNC(C2=C(C1)F)=O)C1=CC=C(C=C1)[C@]12CN(C[C@@H]2C1)CC1CC1)F